(1S,3S)-3-((6-(3-((((benzyloxy)carbonyl)amino)methyl)-5-methylthiophen-2-yl)-2-methyl-Pyridin-3-yl)oxy)cyclohexane-1-carboxylic acid C(C1=CC=CC=C1)OC(=O)NCC1=C(SC(=C1)C)C1=CC=C(C(=N1)C)O[C@@H]1C[C@H](CCC1)C(=O)O